ClC=1C=C2C(=NC1)NC=C2C2=CC=C1C(CC3(CCNCC3)OC1=C2)=O 7-(5-Chloro-1H-pyrrolo[2,3-b]pyridin-3-yl)spiro[chromane-2,4'-piperidin]-4-one